benzyl (3R,5S)-3-[(1,3-dioxoisoindolin-2-yl)methyl]-4,4-difluoro-5-methyl-piperidine-1-carboxylate O=C1N(C(C2=CC=CC=C12)=O)C[C@@H]1CN(C[C@@H](C1(F)F)C)C(=O)OCC1=CC=CC=C1